6-bromo-2-[2-[(1S)-1-methoxyethyl]-5-morpholino-3-pyridyl]-1-azatricyclo[6.3.1.04,12]dodeca-2,4,6,8(12)-tetraen-10-ol BrC=1C=C2C=C(N3CC(CC(C1)=C32)O)C=3C(=NC=C(C3)N3CCOCC3)[C@H](C)OC